C(OC=1C=C2C(=CNC2=CC1)CCN(C)C)([2H])([2H])[2H] 2-(5-(methoxy-d3)-1H-indol-3-yl)-N,N-dimethylethan-1-amine